C(CCCCC)[N+]1(CCCC1)C 1-n-hexyl-1-methylpyrrolidinium